3-(1-tert-butyl-5-hydroxy-3-methylpyrazol-4-yl)-4-hydroxy-3-cyclobutene-1,2-dione C(C)(C)(C)N1N=C(C(=C1O)C=1C(C(C1O)=O)=O)C